FC1=C2CN(C(C2=CC=C1CN1CCN(CC1)C1CCN(CC1)C1=CC=C(C=C1)[C@H]1[C@H](COC2=CC(=CC=C12)O)C1=CC=CC=C1)=O)C1C(NC(CC1)=O)=O 3-(4-fluoro-5-((4-(1-(4-((3S,4R)-7-hydroxy-3-phenylchroman-4-yl)phenyl)piperidin-4-yl)piperazin-1-yl)methyl)-1-oxoisoindolin-2-yl)piperidine-2,6-dione